C(CCCCCCCCCCCCCCCCC)OC[C@H](OC)CO |r| 1-O-octadecyl-2-O-methyl-rac-glycerol